5-iodo-3-(1-(1-phenyleth-2-yl)-1,2,3,6-tetrahydro-pyridin-4-yl)pyrrolo-[3,2-b]pyridine IC1=CC=C2C(=N1)C(=CN2)C=2CCN(CC2)CCC2=CC=CC=C2